NCCCNC(=O)C=1C=C(C=CC1)C1=C2C=C3CCC[N+]=4CCCC(=C2OC=2C=5CCCN6CCCC(=CC12)C56)C43 16-{3-[(3-aminopropyl)carbamoyl]phenyl}-3-oxa-9λ5,23-diazaheptacyclo[17.7.1.15,9.02,17.04,15.023,27.013,28]octacosa-1(27),2(17),4,9(28),13,15,18-heptaen-9-ylium